C(CCCCCCC\C=C/CCCCCC)C1(OC[C@@H](O1)C(C)N(C)C)CCCCCCCC\C=C/CCCCCC ((S)-2,2-di((Z)-hexadec-9-en-1-yl)-1,3-dioxolan-4-yl)-N,N-dimethylethane-1-amine